2,3,5,6-tetramethyl-1,4-dioxan-2,5-diol CC1(OC(C(OC1C)(O)C)C)O